COC([C@@H](NC(\C=C/C=1C(=NN(C1)C1=CC(=CC=C1)Cl)C1=CC=C(C=C1)O)=O)CC1=CNC2=CC=CC=C12)=O (Z)-(3-(1-(3-chlorophenyl)-3-(4-hydroxyphenyl)-1H-pyrazol-4-yl)acryloyl)-L-tryptophan methyl ester